C(C)N(C(C1=C(C=CC(=C1)F)C=1C=2N(C=C(C1)C1(CNC1)F)C=NC2)=O)C(C)C N-ethyl-5-fluoro-2-[6-(3-fluoroazetidin-3-yl)imidazo[1,5-a]pyridin-8-yl]-N-(isopropyl)benzamide